N1=CC(=CC=C1)CC1N2CCC(C1O)CC2 Trans-2-(3-pyridylmethyl)quinuclidin-3-ol